7-amino-2,3-dihydro-1,4-benzodioxin-5-ol NC=1C=C(C2=C(OCCO2)C1)O